5-tertbutyldimethylsiloxypentanethiol C(C)(C)(C)[Si](OCCCCCS)(C)C